1-Pentyl-2-Methylpyrrolium triflat [O-]S(=O)(=O)C(F)(F)F.C(CCCC)[NH+]1C(=CC=C1)C